Calcium diammonium [NH4+].[NH4+].[Ca+2]